Cl.CC=1N=C2N(C=C(C=C2C)C=2C=CC(=C(C2)O)C=2N=NC(=CC2)C2CN(C2)CC)C1 5-(2,8-dimethylimidazo[1,2-a]pyridin-6-yl)-2-(6-(1-ethylazetidin-3-yl)pyridazin-3-yl)phenol hydrochloride